4-(dimethylamino)phenylboric acid CN(C1=CC=C(C=C1)OB(O)O)C